5-[6-[2-(3-pyridylmethyl)quinuclidin-3-yl]oxopyridazin-3-yl]-1H-indole N1=CC(=CC=C1)CC1N2CCC(C1C1=CC(C(N=N1)C=1C=C3C=CNC3=CC1)=O)CC2